trimethyl orthopropionate C(CC)(OC)(OC)OC